O=C1C2(CCNC2)CCCN1 6-oxo-2,7-diazaspiro[4.5]decan